[Cl-].OC(COCCOCC[N+](C)(C)C)CCCCCCCCCC 2-[2-(2-hydroxydodecoxy)ethoxy]ethyl-trimethyl-ammonium chloride